1,3-diethyl-propenyl-benzene tert-butyl-4-amino-3-cyano-piperidine-1-carboxylate C(C)(C)(C)OC(=O)N1CC(C(CC1)N)C#N.C(C)C(=CCCC)C1=CC=CC=C1